1-(5-((4-(4-methylthiophene-3-yl)-3,6-dihydropyridin-1(2H)-yl)methyl)-1-oxoisoindolin-2-yl)dihydropyrimidine-2,4(1H,3H)-dione CC=1C(=CSC1)C=1CCN(CC1)CC=1C=C2CN(C(C2=CC1)=O)N1C(NC(CC1)=O)=O